F[B-](F)(F)F.C[N+]1(CCCCC1)C N,N-dimethylpiperidinium tetrafluoroborate